hexane-1,6-diylbis[3-(3,5-di-tert-butyl-hydroxyphenyl) propionate] C(CCCCCC(C(=O)[O-])CC1=C(C(=CC(=C1)C(C)(C)C)C(C)(C)C)O)C(C(=O)[O-])CC1=C(C(=CC(=C1)C(C)(C)C)C(C)(C)C)O